Disodium Diphenylsulfone C1(=CC=CC=C1)S(=O)(=O)C1=CC=CC=C1.[Na].[Na]